4-(6-((6-(3-(1H-imidazol-1-yl)prop-1-yn-1-yl)-3H-imidazo[4,5-b]pyridin-3-yl)methyl)-8-methoxy-2,3-dihydrobenzo[b][1,4]dioxin-2-yl)-2-methylthiazol N1(C=NC=C1)CC#CC=1C=C2C(=NC1)N(C=N2)CC2=CC1=C(OC(CO1)C=1N=C(SC1)C)C(=C2)OC